2-[(2,6-Diphenylphenyl)-(2,6-dimethoxyphenyl)-phosphino]-4-methylbenzenesulfonic acid C1(=CC=CC=C1)C1=C(C(=CC=C1)C1=CC=CC=C1)P(C1=C(C=CC(=C1)C)S(=O)(=O)O)C1=C(C=CC=C1OC)OC